C(C)(C)(C)OC(=O)N1C[C@@H]([C@H](C1)NC1=NC(=CC=C1)C1=CN=C2N1C=C(C=C2)C2(CC2)C)F.N2=CC=C(C=C2)CC(=O)N2C(CCC2)C(=O)N 1-[2-(pyridin-4-yl)acetyl]pyrrolidine-2-carboxamide tert-butyl-(3S,4S)-3-fluoro-4-[[6-[6-(1-methylcyclopropyl)imidazo[1,2-a]pyridin-3-yl]-2-pyridyl]amino]pyrrolidine-1-carboxylate